FC=1C=C(C=CC1)[C@@H]([C@@H]1[C@@H]2N(C(C=3N1N=CC(C3O)=O)=O)[C@@H](CC2)C)C2=CC=C(C=C2)F (7R,9aR,10R)-10-((S)-(3-fluorophenyl)(4-fluorophenyl)methyl)-4-hydroxy-7-methyl-8,9,9a,10-tetrahydro-7H-pyrrolo[1',2':4,5]pyrazino[1,2-b]pyridazine-3,5-dione